(R)-7-(1-methyl-1H-pyrazol-4-yl)-N-(2-methyl-5-(2-(2-methylpiperidin-1-yl)acetamido)pyridin-3-yl)-[1,2,4]triazolo[4,3-a]pyridine-3-carboxamide CN1N=CC(=C1)C1=CC=2N(C=C1)C(=NN2)C(=O)NC=2C(=NC=C(C2)NC(CN2[C@@H](CCCC2)C)=O)C